(S)-4-((2-(3-aminopiperidin-1-yl)-5-methoxy-3H-imidazo[4,5-b]pyridin-3-yl)methyl)benzonitrile hydrochloride Cl.N[C@@H]1CN(CCC1)C1=NC=2C(=NC(=CC2)OC)N1CC1=CC=C(C#N)C=C1